BrC=1C=CC(=NC1)C[C@H](NC(OCC1C2=CC=CC=C2C=2C=CC=CC12)=O)C(NCCCC[C@H](NC(N[C@@H](CCC(=O)OC(C)(C)C)C(=O)OC(C)(C)C)=O)C(=O)OC(C)(C)C)=O tri-tert-butyl (5S,12S,16S)-5-[(5-bromopyridin-2-yl)methyl]-1-(9H-fluoren-9-yl)-3,6,14-trioxo-2-oxa-4,7,13,15-tetraazaoctadecane-12,16,18-tricarboxylate